29-azido-3,6,9,12,15,18,21,24,27-nonaoxanonacosan-1-amine N(=[N+]=[N-])CCOCCOCCOCCOCCOCCOCCOCCOCCOCCN